C(C1=CC=CC=C1)OCC1CC(C1)=NNS(=O)(=O)C1=CC=C(C=C1)C N'-(3-((benzyloxy)methyl)cyclobutylidene)-4-methylbenzenesulfonohydrazide